1,1,2,2,3,3,4,4,5,5,6,6,7,7,8,8,8-heptadecafluorooctane-1-sulfonic acid FC(C(C(C(C(C(C(C(F)(F)F)(F)F)(F)F)(F)F)(F)F)(F)F)(F)F)(S(=O)(=O)O)F